CN(C(C)(C)C1=CC=C(C=C1)[S@](=O)(N)=NC(NC1=C2CCCC2=CC=2CCCC12)=O)C (S)-4-(2-(dimethyl-amino)propan-2-yl)-N'-((1,2,3,5,6,7-hexahydro-s-indacen-4-yl)carbamoyl)-benzenesulfonimidamide